(7-phenyl-1-dibenzofuranyl)boronic acid C1(=CC=CC=C1)C1=CC2=C(C3=C(O2)C=CC=C3B(O)O)C=C1